FC(C1=CC=C(C=C1)CCCO)(F)F 3-[4-(trifluoromethyl)phenyl]propan-1-ol